CN1C(C2=CN=CC(=C2C=C1)C1=CC=C(C=C1)C(F)(F)F)=O 2-Methyl-5-(4-(trifluoromethyl)phenyl)-2,7-naphthyridin-1(2H)-one